7-(4-fluorophenyl)-2-oxo-1,4-dihydro-2H-spiro[pyrido[2,3-b]pyrazine-3,3'-pyrrolidine]-1'-carbonitrile FC1=CC=C(C=C1)C1=CC2=C(NC3(CN(CC3)C#N)C(N2)=O)N=C1